N-(3'-(5-((((1H-imidazol-2-yl)methyl)amino)methyl)-6-methoxypyridin-2-yl)-2'-chloro-2-methyl-[1,1'-biphenyl]-3-yl)-2-methylpyrido[3,2-d]pyrimidin-4-amine N1C(=NC=C1)CNCC=1C=CC(=NC1OC)C=1C(=C(C=CC1)C1=C(C(=CC=C1)NC=1C2=C(N=C(N1)C)C=CC=N2)C)Cl